N=1NN=NC1C1=C(C(=O)O)C=C(C(=C1)C(=O)O)C=1N=NNN1 2,5-bis(2H-tetrazol-5-yl)terephthalic acid